ethylbromoacetate C(C)OC(CBr)=O